COC1=CC=C(CN2N=C(NC2=O)C)C=C1 (4-methoxybenzyl)-5-methyl-2,4-dihydro-3H-1,2,4-triazol-3-one